OC1=C(C(=O)NCCCCCCCC(=O)O)C=C(C=C1)Br 8-(2-hydroxy-5-bromobenzoylamino)octanoic acid